tert-butyl (2S,6S)-4-[2-amino-4-[(7-fluoro-2-methyl-indazol-5-yl)carbamoyl]-3-hydroxy-phenyl]-2,6-dimethyl-piperazine-1-carboxylate NC1=C(C=CC(=C1O)C(NC1=CC2=CN(N=C2C(=C1)F)C)=O)N1C[C@@H](N([C@H](C1)C)C(=O)OC(C)(C)C)C